3-amino-N,N-dimethylbenzylamine CN(C)CC1=CC(=CC=C1)N